2-THIAZOLINE S1C=NCC1